C(C)(C)(C)OC(=O)N1CC=2N=CN=C(C2C1)[Sn](CCCC)(CCCC)CCCC 4-(tributylstannyl)-5,7-dihydro-6H-pyrrolo[3,4-d]Pyrimidine-6-carboxylic acid tert-butyl ester